3-chloropropyl (2R,3S,5R)-2-(((4-(6-hydroxy-4-(trifluoromethyl)pyridin-2-yl)cyclohexyl) oxy)methyl)-3-(N-(4-methoxybenzyl)methylsulfonamido)-5-methylpyrrolidine-1-carboxylate OC1=CC(=CC(=N1)C1CCC(CC1)OC[C@@H]1N([C@@H](C[C@@H]1N(S(=O)(=O)C)CC1=CC=C(C=C1)OC)C)C(=O)OCCCCl)C(F)(F)F